FC1=CC(=NC=C1C1=CC=C(C=C1)F)C(=O)NCC(=O)OCC1=CC=CC=C1 benzyl (4-fluoro-5-(4-fluorophenyl)picolinoyl)glycinate